C(C=C)(=O)NCO[Si](OC)(OC)C acrylamido-methyl-trimethoxysilane